C(CCCCC)P(OCCCCCC)([O-])=O hexyl (hexyl phosphonate)